Di(2-propyl-heptyl)phthalat C(CC)C(COC(C=1C(C(=O)OCC(CCCCC)CCC)=CC=CC1)=O)CCCCC